CC1=CC=C(CNC(=O)C=2C=C(C=C(C2)C2=CC3=CC=CC=C3C=C2)/C=C/C(=O)OC)C=C1 Methyl (E)-3-(3-((4-methylbenzyl)carbamoyl)-5-(naphthalen-2-yl)phenyl)acrylate